(5aS,6aS)-2-((S)-2-methylazetidin-1-yl)-4-phenyl-5,5a,6,6a-tetrahydrocyclopropa[4,5]cyclopenta[1,2-d]pyrimidine C[C@@H]1N(CC1)C=1N=C(C2=C(N1)[C@@H]1[C@H](C2)C1)C1=CC=CC=C1